ClC=1C=C(C=CC1OC)C=1C=C2CCC(C(C2=CC1)NC(O[C@@H]1CN2CCC1CC2)=O)(C)C (S)-quinuclidin-3-yl (6-(3-chloro-4-methoxyphenyl)-2,2-dimethyl-1,2,3,4-tetrahydronaphthalen-1-yl)carbamate